glutaraldehyde imine C(CCCC=O)=N